CC=1N=C(SC1C(=O)OCCCCOCCOC)NC(CCNC(C1=CC(=CC=C1)C1=NOC(=N1)C)=O)=O 4-(2-methoxyethoxy)butyl 4-methyl-2-(3-(3-(5-methyl-1,2,4-oxadiazol-3-yl)benzamido)propanamido)thiazole-5-carboxylate